O(CCO)CCO 2,2'-oxybis(ethane-1-ol)